C[C@@H]1O[C@@H](CN(C1)C1=NC=CC(=C1)C1=NNC2=CC=C(C=C12)N)C 3-(2-((2S,6R)-2,6-dimethylmorpholino)pyridin-4-yl)-1H-indazol-5-amine